FC1=CC=C(C=C1)CCC1(OCCO1)CC(=O)O 2-[2-[2-(4-fluorophenyl)ethyl]-1,3-dioxolan-2-yl]acetic acid